1-(5-Chloro-1-((4-chlorophenyl)sulfonyl)-1H-indol-3-yl)-N-(cyclopropylmethyl)methylamine ClC=1C=C2C(=CN(C2=CC1)S(=O)(=O)C1=CC=C(C=C1)Cl)CNCC1CC1